5-((2-cyclopropyl-4,6-difluorobenzo[d]thiazol-5-yl)ethynyl)-8-(methoxymethyl)-6,7,8,9-tetrahydropyrazino[1',2':1,5]pyrrolo[2,3-d]pyrimidin-4-amine C1(CC1)C=1SC2=C(N1)C(=C(C(=C2)F)C#CC2=C1N(C=3N=CN=C(C32)N)CC(NC1)COC)F